CC(C)(N[Ti])C (dimethylethylamino)titanium